ClC1=NC=C(C(=C1)C(NCCC1=C(C=C(C=C1)C)C)=S)OC1=CC(=CC=C1)C(F)(F)F 2-chloro-N-[2-(2,4-dimethylphenyl)ethyl]-5-[3-(trifluoromethyl)phenoxy]pyridine-4-carbothioamide